COC1=CC=C(C=C1)NCC(=O)NN 2-(4-Methoxyphenylamino)acethydrazide